5-((5-Chloro-2-(3-phenylpiperidin-1-yl)pyrimidin-4-yl)amino)-3-(3-hydroxy-3-methylbutyl)-1-methyl-1,3-dihydro-2H-benzo[d]imidazol-2-on ClC=1C(=NC(=NC1)N1CC(CCC1)C1=CC=CC=C1)NC1=CC2=C(N(C(N2CCC(C)(C)O)=O)C)C=C1